tert-butyl rac-(4aS,7aR)-6-[[4-(3-cyanophenyl)-5-[2-(difluoromethyl)-6-methyl-4-pyridyl]thiazol-2-yl]carbamoyl]-2,3,4a,5,7,7a-hexahydropyrrolo[3,4-b][1,4]oxazine-4-carboxylate C(#N)C=1C=C(C=CC1)C=1N=C(SC1C1=CC(=NC(=C1)C)C(F)F)NC(=O)N1C[C@H]2OCCN([C@H]2C1)C(=O)OC(C)(C)C |r|